OC1=C(C=C(C(=C1)O)C(C)C)C=1N(C(=NN1)C(=O)NCCN1CCOCC1)C1=CC=C(C=C1)CN1CCOCC1 5-(2,4-dihydroxy-5-isopropylphenyl)-N-(2-morpholinoethyl)-4-(4-(morpholinomethyl)phenyl)-4H-1,2,4-triazole-3-carboxamide